2,2,2-trifluoro-N-((6-oxo-1,4,5,6-tetrahydropyridazin-3-yl)methyl)acetamide FC(C(=O)NCC1=NNC(CC1)=O)(F)F